5-{1-[(2,6-difluorophenyl)methyl]-5-[(dimethylamino)methyl]-3-(6-methoxypyridin-3-yl)-2,4-dicarbonylthieno[2,3-d]pyrimidin-6-yl}quinoline-8-carbonitrile FC1=C(C(=CC=C1)F)CN1C(N(C(C2=C1SC(=C2CN(C)C)C2=C1C=CC=NC1=C(C=C2)C#N)=C=O)C=2C=NC(=CC2)OC)=C=O